OC[C@H](C1=CC=CC=C1)NC1=C(C=C(C=C1)S(=O)(=O)NC)C=1N=CN(C1)C 4-[[(1S)-2-hydroxy-1-phenyl-ethyl]amino]-N-methyl-3-(1-methylimidazol-4-yl)benzenesulfonamide